4-[(6-bromo-4-methyl-3-pyridinyl)sulfanyl]-1,5-dimethyl-quinolin-2-one BrC1=CC(=C(C=N1)SC1=CC(N(C2=CC=CC(=C12)C)C)=O)C